N-[3-carbamimidoyl-2-fluoro-4-(trifluoromethyl)benzyl]isobutyramide formate C(=O)O.C(N)(=N)C=1C(=C(CNC(C(C)C)=O)C=CC1C(F)(F)F)F